7-bromo-1-methyl-4-{4-methyl-4-[5-(propan-2-yl)-1,3-benzoxazol-2-yl]piperidin-1-yl}-2-oxo-1,2-dihydroquinoline-3-carbonitrile BrC1=CC=C2C(=C(C(N(C2=C1)C)=O)C#N)N1CCC(CC1)(C=1OC2=C(N1)C=C(C=C2)C(C)C)C